nonanediol diisothiocyanate [N-]=C=S.[N-]=C=S.C(CCCCCCCC)(O)O